N-(2-(2-fluoro-3,4-dihydroxy-5-methoxyphenyl)-1-(3-methyloxetan-3-yl)-1H-benzo[d]imidazol-7-yl)acetamide FC1=C(C=C(C(=C1O)O)OC)C1=NC2=C(N1C1(COC1)C)C(=CC=C2)NC(C)=O